C(#C)C1=C2C=C(N=CC2=C(N=C1)NC)NC(=O)C1CC1 N-(5-ethynyl-8-(methylamino)-2,7-naphthyridin-3-yl)cyclopropanecarboxamid